FC(C(=O)C1=CNC2=CC=CC=C12)(F)F 2,2,2-trifluoro-1-(1H-indol-3-yl)ethanone